Cl.NCC1CCN(CC1)C1=CC2=C(C(NN=C2)=O)C(=N1)OC 7-(4-(aminomethyl)piperidin-1-yl)-5-methoxypyrido[3,4-d]pyridazin-4(3H)-one HCl